C(CCCCCCCCCCCCCCC)NCCCCCCCCCCCCCCCC din-hexadecylamine